NC=1N=C(C2=C(N1)SC(=C2)C(=O)NCC)C2=C(C=C(C(=C2)O)Cl)Cl 2-amino-4-(2,4-dichloro-5-hydroxyphenyl)-N-ethylthieno[2,3-d]pyrimidine-6-carboxamide